C(#N)C=1C(=NC(=CC1C=1SC(=CC1)C)C)SCC(=O)NC1=CC(=CC=C1)F ((3-cyano-6-methyl-4-(5-methylthiophen-2-yl)pyridin-2-yl)thio)-N-(3-fluorophenyl)acetamide